(S)-(4-(7-fluoroquinolin-4-yl)piperazin-1-yl)(pyrrolidin-3-yl)methanone FC1=CC=C2C(=CC=NC2=C1)N1CCN(CC1)C(=O)[C@@H]1CNCC1